difluorotriazine C1=C(N=NN=C1F)F